trifluoromethyl-1-(4-trifluoromethylphenyl)benzo[d][1,3,2]thiaselenazol-1-one FC(F)(F)C1=CC=CC2=C1[Se]NS2(=O)C2=CC=C(C=C2)C(F)(F)F